C1(CC1)C=1C(=NN(C1C(=O)OCC)CC(=O)C1=C(C(=C(C=C1)C(F)(F)F)F)F)C(=O)OCC Diethyl 4-cyclopropyl-1-{2-[2,3-difluoro-4-(trifluoromethyl)phenyl]-2-oxoethyl}-1H-pyrazole-3,5-dicarboxylate